(5R,7R)-7-fluoro-5-phenyl-N-[(3S)-7,9-difluoro-2-oxo-1,3,4,5-tetrahydro-1-benzazepin-3-yl]-6,7-dihydro-5H-pyrrolo[1,2-b][1,2,4]triazole-2-carboxamide F[C@@H]1C[C@@H](N2N=C(N=C21)C(=O)N[C@@H]2C(NC1=C(CC2)C=C(C=C1F)F)=O)C1=CC=CC=C1